FC=1C=C(C=CC1F)C(CC[C@H]1C[C@@H]2N(CCN(C2)C2=NC=C(C=N2)F)C1=O)C (7S,8aS)-7-(3-(3,4-difluorophenyl)butyl)-2-(5-fluoropyrimidin-2-yl)hexahydropyrrolo[1,2-a]pyrazin-6(2H)-one